5-(2-Aminopropoxy)-N-(1-(3-(5-chlorothiophen-2-yl)naphthalen-1-yl)cyclopropyl)-2-methylbenzamide NC(COC=1C=CC(=C(C(=O)NC2(CC2)C2=CC(=CC3=CC=CC=C23)C=2SC(=CC2)Cl)C1)C)C